C(C1=CC=CC=C1)OC1=CC=C2C(=C(C[N+](C2=C1)=O)C=1CCOCC1)Cl 7-benzyloxy-4-chloro-3-(3,6-dihydro-2H-pyran-4-yl)-1-oxo-quinolin-1-ium